ethyl 2-(3,5-dichloro-2-fluoro-4-(2-fluoro-3-(1-(4-fluorophenyl)vinyl)-4-hydroxybenzyl)phenoxy)acetate ClC=1C(=C(OCC(=O)OCC)C=C(C1CC1=C(C(=C(C=C1)O)C(=C)C1=CC=C(C=C1)F)F)Cl)F